2-(4,5-dichloro-6-oxo-pyridazin-1-yl)-3-methoxy-propanoic acid ClC=1C=NN(C(C1Cl)=O)C(C(=O)O)COC